(S)-N-(4-(Piperidin-3-yl)-phenyl)-6-(trifluoromethyl)-nicotinamid N1C[C@@H](CCC1)C1=CC=C(C=C1)NC(C1=CN=C(C=C1)C(F)(F)F)=O